4-[2-(2,8-diazaspiro[4.5]decan-8-yl)-4-pyridyl]-7-[[5-(4-methylpiperazin-1-yl)-2-pyridyl]amino]isoindolin-1-one C1NCCC12CCN(CC2)C2=NC=CC(=C2)C2=C1CNC(C1=C(C=C2)NC2=NC=C(C=C2)N2CCN(CC2)C)=O